2-cyano-7-(4-fluorophenyl)-N-methylisoindoline-5-carboxamide C(#N)N1CC2=C(C=C(C=C2C1)C(=O)NC)C1=CC=C(C=C1)F